difluoromethyl-sulfonamide FC(F)S(=O)(=O)N